ClC1=C2C(=C(NC2=CC=C1F)C(=O)N1CCN(CC1)C(CN1[C@H](C(C1)(F)F)C)=O)F (S)-1-(4-(4-chloro-3,5-difluoro-1H-indole-2-carbonyl)piperazin-1-yl)-2-(3,3-difluoro-2-methylazetidin-1-yl)ethan-1-one